C(C)OC(C1=C(C(=C(C=C1)OCCC)OCCC)OCCC)=O tripropoxybenzoic acid ethyl ester